methoxy-[2,3'-bipyridin] COC=1C(=NC=CC1)C=1C=NC=CC1